CC1(COCC1)NC(C(=O)N)=CC (3-methyltetra-hydrofuran-3-ylamino)but-2-enamide